C[Si]1(CCC1)C#C 1-methyl-1-ethynyl-1-silacyclobutane